N-methoxy-1-[[4-[5-(trifluoromethyl)-1,2,4-oxadiazol-3-yl]phenyl]methyl]pyrrolidin-3-imine CON=C1CN(CC1)CC1=CC=C(C=C1)C1=NOC(=N1)C(F)(F)F